OCCNCC=1C=NC2=C(N=CC=C2C1)NC=1C(=C(C=CC1)C1=C(C(=CC=C1)C1=CC=2N(C=C1)C(=NN2)C2=CC=C(CNCCO)C=C2)C)C 2-((4-(7-(3'-((3-(((2-hydroxyethyl)amino)methyl)-1,7-naphthyridin-8-yl)amino)-2,2'-dimethyl-[1,1'-biphenyl]-3-yl)-[1,2,4]triazolo[4,3-a]pyridin-3-yl)benzyl)amino)ethan-1-ol